CC1=CC(=CC=C1)C 2,6-dimethylbenzol